1-(4-(benzyloxy)-3-(2-(dimethylamino)ethyl)-1H-indol-1-yl)-3-methylbutan-1-one C(C1=CC=CC=C1)OC1=C2C(=CN(C2=CC=C1)C(CC(C)C)=O)CCN(C)C